(±)-5-amino-1-(2,6-dichloro-α,α,α-trifluoro-p-tolyl)-4-trifluoromethylsulfinylpyrazole-3-carbonitrile NC1=C(C(=NN1C1=CC(=C(C(=C1)Cl)C(F)(F)F)Cl)C#N)[S@@](=O)C(F)(F)F |r|